[N+](=O)([O-])C=1C=C(COC(=O)C2CCNCC2)C=C(C1)[N+](=O)[O-] Piperidine-4-carboxylic acid 3,5-dinitrobenzyl ester